N-((1r,4r)-4-(3-chloro-4-cyano-2-methylphenoxy)-cyclohexyl)-6-(4-(piperazin-1-ylmethyl)piperidin-1-yl)pyridazine-3-carboxamide trifluoroacetate FC(C(=O)O)(F)F.ClC=1C(=C(OC2CCC(CC2)NC(=O)C=2N=NC(=CC2)N2CCC(CC2)CN2CCNCC2)C=CC1C#N)C